C1(=CC=C(C=C1)C1=NC=NN1)C1=CC=CC=C1 5-(4-biphenylyl)-1,2,4-triazole